(S)-(5-((2-amino-2-(fluoromethyl)-4-methylpentyl)oxy)-6-(difluoromethyl)-[2,4'-bipyridinyl]-2'-yl)carbamic acid methyl ester COC(NC1=NC=CC(=C1)C1=NC(=C(C=C1)OC[C@@](CC(C)C)(CF)N)C(F)F)=O